(5-((5-methyl-2-oxo-1,3-dioxol-4-yl)methoxy)-2-(((5-methyl-2-oxo-1,3-dioxol-4-yl)methoxy)carbonyl)-5-oxopentyl)phosphonic acid CC1=C(OC(O1)=O)COC(CCC(CP(O)(O)=O)C(=O)OCC=1OC(OC1C)=O)=O